1-((5-methyl-1,2,4-oxadiazol-3-yl)methyl)-N-(6-(1-methyl-1H-pyrazol-4-yl)isoquinolin-3-yl)piperidine-4-carboxamide CC1=NC(=NO1)CN1CCC(CC1)C(=O)NC=1N=CC2=CC=C(C=C2C1)C=1C=NN(C1)C